NC=1C(=NC=CC1OC1=C2C=NN(C2=CC=C1C)C1OCCCC1)C#N 3-amino-4-((5-methyl-1-(tetrahydro-2H-pyran-2-yl)-1H-indazol-4-yl)oxy)pyridinecarbonitrile